FC1=C(C=CC=2[C@H](C3=C(SCC21)C=CC=C3)N3N2C(C(N1[C@H]3C=3N(CC1)N=NC3)=O)=C(C(C=C2)=O)O)F |&1:21| rac-(R)-14-((R)-7,8-difluoro-6,11-dihydrodibenzo[b,e]-thiepin-11-yl)-9-hydroxy-5,6,14,14a-tetrahydro-[1,2,3]-triazolo-[5',1':3,4]pyrazino[2,1-c]pyrido[2,1-f][1,2,4]triazine-8,10-dione